C1(=CC=CC2=CC=CC=C12)N1N=C(CC1=O)C (2Z)-1-(naphthalen-1-yl)-3-methyl-5-oxo-1,5-dihydro-4H-pyrazol